CC1=NC(=CC=C1N1CCN(CC1)CC=1C=C2NC(C=3N(C2=CC1)N=CC3)=O)C(NC)=O 7-((4-(2-methyl-6-(methylcarbamoyl)pyridin-3-yl)piperazin-1-yl)methyl)pyrazolo[1,5-a]quinoxalin-4(5H)-one